5-cyclopropyl-4-methoxy-6-methylpyrimidine C1(CC1)C=1C(=NC=NC1C)OC